1-(tert-butyl) 4-methyl 2,2-dimethylpiperidine-1,4-dicarboxylate CC1(N(CCC(C1)C(=O)OC)C(=O)OC(C)(C)C)C